6-[3-(6-cyclopropyl-3-pyridyl)-7,8-dihydro-5H-1,6-naphthyridin-6-yl]-5-methyl-pyridine C1(CC1)C1=CC=C(C=N1)C=1C=NC=2CCN(CC2C1)C1=C(C=CC=N1)C